C1(CCCCC1)(C1(CC=CC=C1)O)C1(CC=CC=C1)O 1,1'-(cyclohexanediyl)diphenol